FC=1C=C(C=CC1C)C12CN(CC2C1)C(=O)C1CC2(C1)NC(OC2)=O (rac)-(2s,4s)-2-(1-(3-fluoro-4-methylphenyl)-3-azabicyclo[3.1.0]hexane-3-carbonyl)-7-oxa-5-azaspiro[3.4]octan-6-one